COC(C(=C)C1=NN=CN1CC1=CN=CN1CC)=O 4-((1-ethyl-1H-imidazol-5-yl)Methyl)-4H-1,2,4-triazol-3-yl-acrylic acid methyl ester